(S)-3-amino-N-(4-fluorothieno[2,3-c]pyridin-2-yl)-2-(4-(hydroxymethyl)phenyl)propanamide NC[C@@H](C(=O)NC1=CC=2C(=CN=CC2F)S1)C1=CC=C(C=C1)CO